BrC1=CC=C2C(=NC=3N(C2=C1)C=NN3)N(C)C3=CC(=CC=C3)F 8-bromo-N-(3-fluorophenyl)-N-methyl-[1,2,4]Triazolo[4,3-a]Quinazolin-5-amine